(R)-6-(1-aminoethyl)-4-(1,1-difluoro-2-methoxyethyl)pyridin-2-amine N[C@H](C)C1=CC(=CC(=N1)N)C(COC)(F)F